1-((7-((R)-3-cyclohexyl-2-methylpropionyl)-10-hydroxy-7-azaspiro[4.5]decan-10-yl)methyl)-4-(dimethylamino)-N,N-dimethyl-6-oxo-1,6-dihydropyridine-3-carboxamide C1(CCCCC1)C[C@H](C(=O)N1CC2(CCCC2)C(CC1)(O)CN1C=C(C(=CC1=O)N(C)C)C(=O)N(C)C)C